C12CCC(CC1)N2C2=CC1=C(C(=N2)Cl)CNC1 6-(7-azabicyclo[2.2.1]heptan-7-yl)-4-chloro-2,3-dihydro-1H-pyrrolo[3,4-c]pyridine